(S)-2-((4-(2-((4-chloro-2-fluorobenzyl)oxy)phenyl)-6-oxo-3,6-dihydropyridin-1(2H)-yl)methyl)-1-(oxetan-2-ylmethyl)-1H-benzo[d]imidazole-6-carboxylic acid ClC1=CC(=C(COC2=C(C=CC=C2)C=2CCN(C(C2)=O)CC2=NC3=C(N2C[C@H]2OCC2)C=C(C=C3)C(=O)O)C=C1)F